FC=1C=C(C=CC1F)C=1C=C(C=NC1)OC=1C=CC(=C(N)C1)OC1CCN(CC1)S(=O)(=O)C 5-((5-(3,4-difluorophenyl)pyridin-3-yl)oxy)-2-((1-(methylsulfonyl)piperidin-4-yl)oxy)aniline